tert-butyl (1R,5S)-2-(2-hydroxyethyl)-3,8-diazabicyclo[3.2.1]octane-8-carboxylate OCCC1[C@H]2CC[C@@H](CN1)N2C(=O)OC(C)(C)C